(E)-3-(4-ethoxy-3-methoxyphenyl)acrylic acid C(C)OC1=C(C=C(C=C1)/C=C/C(=O)O)OC